C[C@@]1([C@H](C1)/C=C/C1=CC=CC=C1)C(=C)C ((E)-2-((1R,2R)-2-methyl-2-(prop-1-en-2-yl)cyclopropyl)vinyl)benzene